C(CCCCCCC=C=CCCCCC)O (Z,Z)-8,9-Pentadecadien-1-ol